2-amino-N-(1-(2-amino-2-oxoethyl)-3-(5-chloro-2-methoxyphenyl)-1H-pyrazol-4-yl)pyrazolo[1,5-a]pyrimidine-3-carboxamide NC1=NN2C(N=CC=C2)=C1C(=O)NC=1C(=NN(C1)CC(=O)N)C1=C(C=CC(=C1)Cl)OC